phthalazine-1,4-diol C1(=NN=C(C2=CC=CC=C12)O)O